triphenyl-(phosphonium) C1(=CC=CC=C1)[PH+](C1=CC=CC=C1)C1=CC=CC=C1